FC=1C=C(C=CC1O)NC(=S)NC(CC1=CC=CC=C1)=O N-((3-fluoro-4-hydroxyphenyl)aminothioformyl)-2-phenylacetamide